C1(CCC1)CN[C@H]1CN(CCC1)C=1C=CC(=NC1)C1(COC1)C(=O)NC=1N=C2N(C(C1)=O)C=CS2 (R)-3-(5-(3-((cyclobutylmethyl)amino)piperidin-1-yl)pyridin-2-yl)-N-(5-oxo-5H-thiazolo[3,2-a]pyrimidin-7-yl)oxetane-3-carboxamide